7-chloro-1,8-naphthyridin-2-amine ClC1=CC=C2C=CC(=NC2=N1)N